tert-butyl (3-(3-(4-chloro-3-fluorophenyl)-1H-pyrrol-1-yl)bicyclo[1.1.1]pentan-1-yl)carbamate ClC1=C(C=C(C=C1)C1=CN(C=C1)C12CC(C1)(C2)NC(OC(C)(C)C)=O)F